C1(CC1)N1C=C(C(C2=CC(=C(C=C12)N1CCNCC1)F)=O)C(C=CC1=CC=C(C=C1)Br)=O 1-cyclopropyl-6-fluoro-7-piperazin-1-yl-3-(4-bromocinnamoyl)-quinolin-4(1H)-one